OC1=C2C(C(NC2=CC=C1)=O)CC(=O)O 2,3-dihydro-4-hydroxy-2-oxo-1H-indole-3-acetic acid